N-[5-[2-(dimethylamino)pyrimidin-5-yl]-4-fluoro-2-(4-methylpiperazin-1-yl)phenyl]-6-oxo-4-(trifluoromethyl)-1H-pyridine-3-carboxamide CN(C1=NC=C(C=N1)C=1C(=CC(=C(C1)NC(=O)C1=CNC(C=C1C(F)(F)F)=O)N1CCN(CC1)C)F)C